(R)-N-Methyl-3-(1-(7-(3-methylisoxazol-4-yl)-4-oxoquinazolin-3(4H)-yl)ethyl)benzamide CNC(C1=CC(=CC=C1)[C@@H](C)N1C=NC2=CC(=CC=C2C1=O)C=1C(=NOC1)C)=O